FC(C=1C=C(C=CC1C1(CC(=C(C2=CC=CC=C12)N)\N=N\[H])S(=O)(=O)O)C1=CC(=C(C=C1)C1(CC(=C(C2=CC=CC=C12)N)\N=N\[H])S(=O)(=O)O)C(F)(F)F)(F)F 1,1'-(3,3'-ditrifluoromethyl[1,1'-biphenyl]-4,4'-diyl)bis{4-amino-3-[(E)-diazenyl]naphthalene-1-sulfonic acid}